(6-cyano-1-methyl-2-oxo-1,5-naphthyridin-4-yl) trifluoromethanesulfonate FC(S(=O)(=O)OC1=CC(N(C2=CC=C(N=C12)C#N)C)=O)(F)F